C1(CC1)C1=NC=CC(=C1)C1=NOC(=N1)[C@H](C)NC([C@@H](C)C1=CC=CC=C1)=O (2S)-N-[(1S)-1-[3-(2-cyclopropyl-4-pyridinyl)-1,2,4-oxadiazol-5-yl]ethyl]-2-phenylpropanamide